C(CCC#C)N1CCOCC1 4-(pent-4-yn-1-yl)morpholine